C1(=CC=CC2=CC=CC=C12)C1CC(NCC1)C(=O)N 4-(naphthalene-1-yl)piperidine-2-carboxamide